COC[C@H]1C[C@@H](CCC1)C1=NC2=CC=C(C=C2C=C1)CN1C[C@H](CC1)OC=1C=C2CN(C(C2=CC1)=O)C1C(NC(CC1)=O)=O 3-(5-(((S)-1-((2-((1R,3R)-3-(Methoxymethyl)cyclohexyl)quinolin-6-yl)methyl)pyrrolidin-3-yl)oxy)-1-oxoisoindolin-2-yl)piperidine-2,6-dione